5-bromo-6-methyl-2-(4-methylpiperazin-1-yl)-N-(tetrahydro-2H-pyran-4-yl)quinolin-7-amine BrC1=C2C=CC(=NC2=CC(=C1C)NC1CCOCC1)N1CCN(CC1)C